COCCOC1CCN(CC1)CC(CNC(=O)C1=CC2=C(S1)CCCCCC2)(C)C N-{3-[4-(2-Methoxyethoxy)piperidin-1-yl]-2,2-dimethylpropyl}-4H,5H,6H,7H,8H,9H-cycloocta[b]thiophene-2-carboxamide